1-(5-(benzyloxy)-6-methylpyrimidine-4-carbonyl)-2'-(3,6-dihydro-2H-pyran-4-yl)-5',6'-dihydrospiro[piperidine-4,8'-pyrano[4,3-d][1,2,4]triazolo[1,5-a]pyrimidin]-9'(4'H)-one C(C1=CC=CC=C1)OC=1C(=NC=NC1C)C(=O)N1CCC2(OCCC=3NC=4N(C(C32)=O)N=C(N4)C=4CCOCC4)CC1